(S)-6-(1-amino-1,3-dihydrospiro[indene-2,4'-piperidin]-1'-yl)-3-(1-(2,3-dichloropyridin-4-yl)cyclopropyl)-1,5-dihydro-4H-pyrazolo[3,4-d]pyrimidin-4-one N[C@@H]1C2=CC=CC=C2CC12CCN(CC2)C=2NC(C1=C(N2)NN=C1C1(CC1)C1=C(C(=NC=C1)Cl)Cl)=O